C(C)OC1=C(C=CC(=N1)[C@H](CS(=O)(=O)C)N1C(NC=2C1=NC=C(C2C)C2=C(C=CC=C2)F)=O)OC (R)-3-(1-(6-ethoxy-5-methoxypyridin-2-yl)-2-(methylsulfonyl)ethyl)-6-(2-fluorophenyl)-7-methyl-1H-imidazo[4,5-b]pyridin-2(3H)-one